C(C1=CC=CC=C1)SC1(CC1)COC=1N=CC=C2C=C(C(N(C12)C)=O)C(=O)NCC1=CC=C(C=C1)C#N 8-((1-(benzylthio)cyclopropyl)methoxy)-N-(4-cyanobenzyl)-1-methyl-2-oxo-1,2-dihydro-1,7-naphthyridine-3-carboxamide